C1(CCCC1)N1N=C(C=2C[C@@]3([C@]4(CC12)C=1C=C(C=CC1C[C@H]3N(CC4)CC4CC4)O)O)C (6R,6aS,11aR)-10-cyclopentyl-14-(cyclopropylmethyl)-8-methyl-5,6,10,11-tetrahydro-6,11a-(epiminoethano)naphtho[2,1-f]indazole-2,6a(7H)-diol